O1CC(C1)C1=CC(=NO1)C(=O)NC1C[C@H]2CC[C@@H](C1)N2S(=O)(=O)CC2CCN(CC2)C(=O)OCC2=CC=CC=C2 Benzyl 4-((((1R,3r,5S)-3-(5-(oxetan-3-yl)isoxazole-3-carboxamido)-8-azabicyclo[3.2.1]octan-8-yl)sulfonyl)methyl)piperidine-1-carboxylate